tert-butyl (1R,5S)-3,9-diazabicyclo[3.3.1]nonane-9-carboxylate [C@H]12CNC[C@H](CCC1)N2C(=O)OC(C)(C)C